CN1CCN(CC1)C=1C=C(C=CC1)CC(=O)O 2-[3-(4-methylpiperazin-1-yl)phenyl]acetic acid